(S,E)-N'-((4-chlorophenyl)sulfonyl)-3-(4-fluorophenyl)-N-((S)-3-methoxy-2-(sulfamoylamino)propyl)-4-phenyl-4,5-dihydro-1H-pyrazole-1-carboximidamide ClC1=CC=C(C=C1)S(=O)(=O)\N=C(/NC[C@@H](COC)NS(N)(=O)=O)\N1N=C([C@H](C1)C1=CC=CC=C1)C1=CC=C(C=C1)F